C(C)(=O)N[C@H]1[C@@H](O[C@H]([C@@H]([C@@H]1OCC1=CC=CC=C1)OC(C)=O)COC(C)=O)O[C@@H]1[C@H]([C@H](OCC=C)O[C@@H]([C@@H]1N=[N+]=[N-])C)NC(C(Cl)(Cl)Cl)=O Allyl (2-acetamido-4,6-di-O-acetyl-3-O-benzyl-2-deoxy-α-L-altropyranosyl)-(1→3)-4-azido-2,4,6-trideoxy-2-trichloroacetamido-β-D-galactopyranoside